FC(C=1C=C(C=C(C1)C(F)(F)F)C=1C(=C(C(=O)N)C=C(C1)Cl)O)(F)F (3,5-bis-trifluoromethylphenyl)-5-chloro-2-hydroxybenzamide